2-Chloro-4-(cyclopropylamino)pyrimidine-5-carboxylic acid ClC1=NC=C(C(=N1)NC1CC1)C(=O)O